FC1=C(CC2=CC(=CC=3N2N=CN3)C)C=CC(=C1)C(F)(F)F 5-(2-fluoro-4-(trifluoromethyl)benzyl)-7-methyl-[1,2,4]triazolo[1,5-a]pyridine